(1r,4r)-4-anilino-2'-(4-methoxy-2-methylphenyl)-2',3'-dihydrospiro[cyclohexane-1,1'-indene]-4-carboxylic acid N(C1=CC=CC=C1)C1(CCC2(C(CC3=CC=CC=C23)C2=C(C=C(C=C2)OC)C)CC1)C(=O)O